6-chloro-2-methyl-N-(4-(4-(methylsulfonyl)thiophen-2-yl)-5-(trifluoromethyl)pyrimidin-2-yl)-1,2,3,4-tetrahydroisoquinolin-7-amine ClC=1C=C2CCN(CC2=CC1NC1=NC=C(C(=N1)C=1SC=C(C1)S(=O)(=O)C)C(F)(F)F)C